(1S,3R)-N-(6-(4-((3R,4R)-4-hydroxy-3-methyltetrahydrofuran-3-yl)piperazin-1-yl)-7-methylisoquinolin-3-yl)-5-oxaspiro[2.4]heptane-1-carboxamide O[C@@H]1[C@](COC1)(C)N1CCN(CC1)C=1C=C2C=C(N=CC2=CC1C)NC(=O)[C@H]1C[C@]12COCC2